6-Bromo-7-fluoro-3-iodo-1-methyl-1H-indazole BrC1=CC=C2C(=NN(C2=C1F)C)I